C1CCC=2C(=CC=CC12)O 2,3-dihydro-1H-4-indenol